isopropyl-1H-benzo[d]imidazol C(C)(C)N1C=NC2=C1C=CC=C2